methyl thiophosphonate P(OC)([O-])=S